ClC1=CC2=C(N=N1)NC(N2C2CN(C2)C(=O)OC(C)(C)C)=O tert-butyl 3-{3-chloro-6-oxo-7H-imidazo[4,5-c]pyridazin-5-yl}azetidine-1-carboxylate